C(C)(C)(C)OC(=O)N(NC(=O)OC(C)(C)C)C1CC1 cyclopropylhydrazine-1,2-dicarboxylic acid di-tert-butyl ester